Ethanesulfonic acid {2-[6-amino-8-(3-fluoro-6-iodo-indan-5-ylsulfanyl)-purin-9-yl]-ethyl}-amide NC1=C2N=C(N(C2=NC=N1)CCNS(=O)(=O)CC)SC=1C=C2C(CCC2=CC1I)F